bis(2-hydroxyethyl)-3-dodecyl-1-hydroxypropyl-amine oxide OCC[N+](C(CCCCCCCCCCCCCC)O)(CCO)[O-]